CN(C(CC(=O)N(C)C)C)C 3-(dimethylamino)-N,N-dimethylbutanamide